O[C@@]1(CC[C@@H]2[C@H]3CC[C@]4([C@H]([C@@H]3CC[C@@H]2C1)[C@H]1[C@@H]([C@@H]4[C@H](CN4N=CC(=C4)C#N)C)C1)C)C 1-((R)-2-((2R,4aS,4bR,6aS,7R,7aS,8aR,8bR,8cR,10aR)-2-hydroxy-2,6a-dimethyloctadecahydrocyclopropa[4,5]cyclopenta[1,2-a]phenanthren-7-yl)propyl)-1H-pyrazole-4-carbonitrile